C(C)O\N=C(/COC1=CC(=NN1C)C(F)(F)F)\C1=C(C=C(C(=C1)F)Cl)Cl (Z)-1-(2,4-dichloro-5-fluorophenyl)-2-((1-methyl-3-(trifluoromethyl)-1H-pyrazol-5-yl)oxy)ethan-1-one-O-ethyloxime